S1C(=CC=C1C1=C(C=C(C=C1)C(C)(C)C)O)C1=C(C=C(C=C1)C(C)(C)C)O 2,2'-(2,5-thiophenediyl)bis[5-tert-butylphenol]